N1CCC(CC1)C(=O)O.C(C(=C)C)(=O)OCCN(C(=O)OCC)C1=CC=CC=C1 2-methacryloxyethyl-phenyl-urethane piperidine-4-carboxylate